C(C)(C)(C)OC(=O)N1CCC(CC1)N1N=C2C=CC(=CC2=C1)C1=C(C=CC=C1OC)F 4-(5-(2-fluoro-6-methoxyphenyl)-2H-indazol-2-yl)piperidine-1-carboxylic acid tert-butyl ester